5-(2,6-dichloro-4-nitrophenoxy)-1-isobutylpyridin-2(1H)-one ClC1=C(OC=2C=CC(N(C2)CC(C)C)=O)C(=CC(=C1)[N+](=O)[O-])Cl